quinazolinoimidazole N1=CNC2=C1C=1C=NC=NC1C=C2